O1C(C1)COCC(CO)O 3-(2-oxiranylmethoxy)-1,2-propanediol